3-(5-ethylthiazol-2-yl)-2-Fluoro-5-(((R)-4-methylmorpholin-2-yl)methoxy)-N-((R)-1-(2-(trifluoromethyl)pyrimidin-5-yl)ethyl)benzamide C(C)C1=CN=C(S1)C=1C(=C(C(=O)N[C@H](C)C=2C=NC(=NC2)C(F)(F)F)C=C(C1)OC[C@H]1CN(CCO1)C)F